8-methyl-1H-purine CC=1N=C2N=CNC=C2N1